tert-Butyl 2-[5-methoxy-2-oxo-4-(4,4,5,5-tetramethyl-1,3,2-dioxaborolan-2-yl)pyridin-1(2H)-yl]butanoate COC=1C(=CC(N(C1)C(C(=O)OC(C)(C)C)CC)=O)B1OC(C(O1)(C)C)(C)C